C(C=C)(=O)OC(C(F)(F)F)(C(C(C(C(C(C(C(F)(F)F)(F)F)(F)F)(F)F)(F)F)(F)F)(F)F)F perfluoroheptanylethyl acrylate